NC=1C2=C(N=CN1)C=CN2C2=CC(=C(C=C2)O)F 4-(4-amino-5H-pyrrolo[3,2-d]pyrimidin-5-yl)-2-fluorophenol